Phenyl-2,4,6-tri-O-acetyl-3-isothiocyanato-1,3-dideoxy-1-sulfonyl-β-D-glucopyranose C1(=CC=CC=C1)[C@@]1(C(O[C@@H]([C@H]([C@@H]1N=C=S)OC(C)=O)COC(C)=O)=S(=O)=O)OC(C)=O